O1C=COC=C1C(=O)O [1,4]dioxine-6-carboxylic acid